Tert-butyl{2-[2-(2-{3-[(2,5-dioxopyrrolidin-1-yl)oxy]-3-oxopropoxy} ethoxy) ethoxy]ethyl}carbamate C(C)(C)(C)OC(NCCOCCOCCOCCC(=O)ON1C(CCC1=O)=O)=O